tert-butyl N-[(S)-[(3R)-2-oxo-3,4-dihydro-1H-pyrido[2,3-b]pyrazin-3-yl]-phenyl-methyl]carbamate O=C1NC2=C(N[C@@H]1[C@@H](NC(OC(C)(C)C)=O)C1=CC=CC=C1)N=CC=C2